fluorine propyl acrylate C(C=C)(=O)OCCC.[F]